1-(2-chloro-6-fluorobenzyl)-N-(5-fluoro-1H-benzo[d]imidazol-2-yl)-3,3-dimethyl-2-oxoindoline-6-carboxamide ClC1=C(CN2C(C(C3=CC=C(C=C23)C(=O)NC2=NC3=C(N2)C=CC(=C3)F)(C)C)=O)C(=CC=C1)F